4-(4-chlorophenyl)-1-methyl-pyrazole-3-carboxylic acid ClC1=CC=C(C=C1)C=1C(=NN(C1)C)C(=O)O